CS(=O)(=O)C1=CC=C(C=C1)C1=C(C(OC1)=O)C1=CC=CC=C1 4-(4-(methylsulfonyl)phenyl)-3-phenylfuran-2(5H)-one